NCC1=NNC(C2=CC=C(C=C12)C=1C=NC=C(C1)OCC)=O 4-(aminomethyl)-6-(5-ethoxypyridin-3-yl)-phthalazin-1(2H)-one